CC=1N(CC[C@H](N1)C(=O)O)C (S)-2-methyl-1,4,5,6-tetrahydro-methylpyrimidine-4-carboxylic acid